P(=O)(OC[C@H]1O[C@@]([C@@H]([C@@H]1O)O)(C#N)C1=CC=C2C(=NC=NN21)N)(OC[C@@H](COCCCCCCCCCCCCCCCCCC)OC(C)C)O ((2R,3S,4R,5R)-5-(4-aminopyrrolo[2,1-f][1,2,4]triazin-7-yl)-5-cyano-3,4-dihydroxytetrahydrofuran-2-yl)methyl ((R)-2-isopropoxy-3-(octadecyloxy)propyl) hydrogen phosphate